NC=1C(=CC(N2C(=C(SC12)C1=CC(=C(C=C1)OCCCCCC)C)C(=O)O)=O)CC1=CC=CC2=CC=CC=C12 5-Amino-8-[4-(hexyloxy)-3-methyl-phenyl]-4-[(1-naphthyl)methyl]-2-oxo-7-thia-1-azabicyclo[4.3.0]nona-3,5,8-triene-9-carboxylic acid